C(#N)C=1C=NN2C1C(=CC(=C2)C=2C=NN(C2)C)C=2C=CC(=NC2)N2C[C@@H]1C([C@@H]1C2)CNC(C(C)(C)C)=O N-(((1R,5S,6s)-3-(5-(3-cyano-6-(1-methyl-1H-pyrazol-4-yl)pyrazolo[1,5-a]pyridin-4-yl)pyridin-2-yl)-3-azabicyclo[3.1.0]hexan-6-yl)methyl)pivalamid